O.[Fe].[Mn] manganese iron water